C(C)(C)(C)OC(CC[C@@H](C(=O)N)N1C(C2=CC=C(C(=C2C1)F)C[C@H]1OCCC[C@@H]1NC(C)CC)=O)=O (4S)-5-amino-4-(5-(((2r,3S)-3-(sec-butylamino)tetrahydro-2H-pyran-2-yl)methyl)-4-fluoro-1-oxoisoindolin-2-yl)-5-oxopentanoic acid tert-butyl ester